N-[(9H-fluoren-9-ylmethoxy)carbonyl]-L-valyl-N6-(tert-butoxycarbonyl)-N-(3-carboxypropyl)-L-lysinamide C1=CC=CC=2C3=CC=CC=C3C(C12)COC(=O)N[C@@H](C(C)C)C(=O)N[C@@H](CCCCNC(=O)OC(C)(C)C)C(=O)NCCCC(=O)O